3-(dimethylamino)-N-[4-(4-methyl-1,4-diazepan-1-yl)-8-oxo-11-thia-1,3,5-triazatetracyclo[8.7.0.02,7.012,17]heptadeca-2,4,6,9,12(17),13,15-heptaen-9-yl]pyrrolidine-1-carboxamide CN(C1CN(CC1)C(=O)NC=1C(C2=CN=C(N=C2N2C=3C=CC=CC3SC12)N1CCN(CCC1)C)=O)C